7-(difluoromethyl)-5-(4-(trifluoromethoxy)benzyl)-[1,2,4]triazolo[1,5-a]pyridine FC(C1=CC=2N(C(=C1)CC1=CC=C(C=C1)OC(F)(F)F)N=CN2)F